The molecule is an alpha-amino-acid radical. It derives from a tyrosine. It is a conjugate base of a tyrosinyl radical cation. C1=CC(=CC=C1CC(C(=O)O)N)[O]